CC=1C=NC=C(C1)C#CC1=C(C=CC=C1)NS(=O)(=O)C=1C=CC=C2C=CC=NC12 3-Methyl-5-{2-[2-(chinolin-8-sulfonamido)phenyl]ethynyl}pyridin